8-[2-[1-(2,6-dioxo-3-piperidyl)indolin-4-yl]-2,6-diazaspiro[3.3]heptan-6-yl]octanoic acid formate C(=O)O.O=C1NC(CCC1N1CCC2=C(C=CC=C12)N1CC2(C1)CN(C2)CCCCCCCC(=O)O)=O